methyl 2-bromo-4-(trifluoromethoxy)-1,3-benzothiazole-6-carboxylate BrC=1SC2=C(N1)C(=CC(=C2)C(=O)OC)OC(F)(F)F